C(C)OC=1C=CC(=NC1)C(=O)NC1=CC=C(C=C1)CC[C@H]1NCCC1 |r| (RS)-5-Ethoxy-N-(4-(2-(pyrrolidin-2-yl)ethyl)phenyl)picolinamide